phenanthridine dihydrochloride monohydrate O.Cl.Cl.C1=CC=CC2=NC=C3C=CC=CC3=C12